ClC=1C(=NC=CC1)N1N=CC=C1C(F)(F)F 1-(3-chloropyridin-2-yl)-5-(trifluoromethyl)-1H-pyrazole